COC1=CC=2C3=CC=CC=C3C(NC2C=C1)(C)CC(=O)OC Methyl 2-(2-methoxy-6-methyl-5,6-dihydrophenanthridin-6-yl)acetate